NCCC[Si](OCC)(OCC)OCC (l)-3-aminopropyltriethoxysilane